(3,3-dimethyl-2,3-dihydro-1H-inden-1-yl)benzene-1,4-diamine CC1(CC(C2=CC=CC=C12)C1=C(C=CC(=C1)N)N)C